1-oxa-4,9-diazaspiro[5.5]undecane-9-carboxylic acid tert-butyl ester C(C)(C)(C)OC(=O)N1CCC2(CNCCO2)CC1